2-(2-Bromo-4,6-difluorophenoxy)cyclobutan-1-one BrC1=C(OC2C(CC2)=O)C(=CC(=C1)F)F